(butylphenyl)-phenyl ether C(CCC)C1=C(C=CC=C1)OC1=CC=CC=C1